ClC1=C(C(=CC=C1)F)NC(C1=C(C=C(C(=C1)F)C1=NN(C(=C1)CO)CC)O[C@H](C(F)(F)F)C)=O (S)-N-(2-chloro-6-fluorophenyl)-4-(1-ethyl-5-(hydroxymethyl)-1H-pyrazol-3-yl)-5-fluoro-2-((1,1,1-trifluoropropan-2-yl)oxy)benzamide